C(N)(=O)C1=CC=C(C(=C1C1=C(C=CC2=C1C[C@](O2)(C2=CC=CC=C2)CNC(OC(C)(C)C)=O)Cl)F)OC Tert-butyl (((2S,4S)-4-(6-carbamoyl-2-fluoro-3-methoxyphenyl)-5-chloro-2-phenyl-2,3-dihydrobenzofuran-2-yl)methyl)carbamate